tert-butyl ((S)-2-(4-fluoro-2-((R)-1-(2,2,2-trifluoroacetamido)ethyl)phenoxy)propyl)carbamate FC1=CC(=C(O[C@H](CNC(OC(C)(C)C)=O)C)C=C1)[C@@H](C)NC(C(F)(F)F)=O